COC1=C2CCO[C@H](C2=CC=C1)CN (R)-1-(5-methoxyisochroman-1-yl)-N-methylamine